COC(=O)C1(CCC2(C(=CC3=CC=CC=C23)C[C@H](CO)C2=CC=CC=C2)CC1)NC1=CC(=CC=C1)Cl 4-(3-Chloroanilino)-2'-[(2S)-3-hydroxy-2-phenylpropyl]spiro[cyclohexane-1,1'-indene]-4-carboxylic acid methyl ester